C(C)(=O)O[C@@H](COC1=CC=C(C=C1)C(C)(C)C1=CC(=C(C(=C1)Cl)OC[C@@H](CCl)O)Cl)CNS(=O)(=O)C (R)-1-(4-(2-(3,5-dichloro-4-((S)-3-chloro-2-hydroxypropoxy)phenyl)propan-2-yl)phenoxy)-3-(methylsulfonamido)propan-2-yl acetate